4-(tert-butyl)-2-(3-(trifluoromethyl)-1H-pyrazol-5-yl)-6-(4-(trifluoromethyl)phenoxy)pyridine C(C)(C)(C)C1=CC(=NC(=C1)OC1=CC=C(C=C1)C(F)(F)F)C1=CC(=NN1)C(F)(F)F